(2R,3R,11bR)-3-(2,2-dimethylpropyl)-9-(2-hydroxy-2-methylpropoxy)-10-methoxy-1H,2H,3H,4H,6H,7H,11bH-pyrido[2,1-a]isoquinolin-2-ol CC(C[C@H]1[C@@H](C[C@H]2N(CCC3=CC(=C(C=C23)OC)OCC(C)(C)O)C1)O)(C)C